CC/C=C\\C/C=C\\C/C=C\\CCCCCCCC(=O)SCCNC(=O)CCNC(=O)[C@@H](C(C)(C)COP(=O)(O)OP(=O)(O)OC[C@@H]1[C@H]([C@H]([C@@H](O1)N2C=NC3=C(N=CN=C32)N)O)OP(=O)(O)O)O The molecule is an octadecatrienoyl-CoA that results from the formal condensation of the thiol group of coenzyme A with the carboxy group of alpha-linolenic acid. It has a role as a human metabolite and a mouse metabolite. It is an alpha-linolenoyl bioconjugate and an octadecatrienoyl-CoA. It derives from an alpha-linolenic acid. It is a conjugate acid of an alpha-linolenoyl-CoA(4-).